BrC1=CC=2C(C3=CC=CC=C3OC2C=C1)=O 2-bromo-9-xanthone